CN1N=CC(=C1)NC(N)=O (E)-3-(1-methylpyrazol-4-yl)urea